perfluoro(tridecyl)fluorooctyltrimethoxysilane tert-butyl-(3R,4R)-4-(2-aminothiazol-5-yl)-3-fluoro-piperidine-1-carboxylate C(C)(C)(C)OC(=O)N1C[C@@H]([C@@H](CC1)C1=CN=C(S1)N)F.FC(O[Si](OC(F)(F)F)(OC(F)(F)F)C(C(C(C(C(C(C(C(F)(F)F)(F)F)(F)F)(F)F)(F)F)(F)F)(F)F)(F)F)(C(C(C(C(C(C(C(C(C(C(C(C(C(F)(F)F)(F)F)(F)F)(F)F)(F)F)(F)F)(F)F)(F)F)(F)F)(F)F)(F)F)(F)F)(F)F)F